NC1=NC=NN2C1=C(C=C2C2CCC(CC2)O[Si](C)(C)C(C)(C)C)C2=CC=C(C=C2)C2=C(C(N(C=C2)C2=CC=C(C=C2)F)=O)C(=O)N {4-[4-amino-7-(4-{[tert-butyl(dimethyl)silyl]oxy}cyclohexyl)pyrrolo[2,1-f][1,2,4]triazin-5-yl]phenyl}-1-(4-fluorophenyl)-2-oxo-1,2-dihydropyridine-3-carboxamide